N[C@@H]1C[C@@H]2N(C(CCN(C2=O)[C@H](CCC(=O)OCC)C(=O)NCC2=CC(=C(C=C2)Cl)Cl)CCC2=CC=CC=C2)C1 (4R)-ethyl 4-((8R,9aS)-8-amino-1-oxo-5-phenethylhexahydro-1H-pyrrolo[1,2-a][1,4]diazepin-2(3H)-yl)-5-((3,4-dichlorobenzyl)amino)-5-oxopentanoate